4-[(2S,5r)-4-[(2-ethylphenyl)(4-fluorophenyl)methyl]-2,5-dimethylpiperazin-1-yl]-6-methoxy-1-methyl-1,2-dihydro-1,5-naphthyridin-2-one C(C)C1=C(C=CC=C1)C(N1C[C@@H](N(C[C@H]1C)C1=CC(N(C2=CC=C(N=C12)OC)C)=O)C)C1=CC=C(C=C1)F